CC1=CC=C(CNC2=C3C(N(C(=NC3=CC=C2)C)C2C(NC(CC2)=O)=O)=O)C=C1 3-(5-((4-methylbenzyl)-amino)-2-methyl-4-oxoquinazolin-3(4H)-yl)piperidine-2,6-dione